(S)-tert-butyl 6-(4-(2-(2-hydroxyphenyl)-6a,7,9,10-tetrahydro-5H-pyrazino[1',2':4,5]pyrazino[2,3-c]pyridazin-8(6H)-yl)-[1,4'-bipiperidin]-1'-yl)-2-azaspiro[3.3]heptane-2-carboxylate OC1=C(C=CC=C1)C=1C=C2C(=NN1)NC[C@@H]1N2CCN(C1)C1CCN(CC1)C1CCN(CC1)C1CC2(CN(C2)C(=O)OC(C)(C)C)C1